N-(3-((2-((3-methyl-1-(1-methylpiperidin-4-yl)-1H-pyrazol-4-yl)amino)-5-(trifluoromethyl)pyridin-4-yl)amino)propyl)cyclobutanecarboxamide CC1=NN(C=C1NC1=NC=C(C(=C1)NCCCNC(=O)C1CCC1)C(F)(F)F)C1CCN(CC1)C